19-nonadecanoate CCCCCCCCCCCCCCCCCCC(=O)[O-]